((9,9-difluoro-9H-fluorene-3-carbonyl)glycyl)-4-(difluoromethoxy)pyrrolidine-2-carboxamide FC1(C2=CC=CC=C2C=2C=C(C=CC12)C(=O)NCC(=O)N1C(CC(C1)OC(F)F)C(=O)N)F